1-((3S,5R)-1-acryloyl-5-(methoxymethyl)pyrrolidin-3-yl)-3-((6-chloro-1-cyclobutyl-2-methyl-1H-benzo[d]imidazol-5-yl)ethynyl)-5-(methylamino)-1H-pyrazole-4-carboxamide C(C=C)(=O)N1C[C@H](C[C@@H]1COC)N1N=C(C(=C1NC)C(=O)N)C#CC1=CC2=C(N(C(=N2)C)C2CCC2)C=C1Cl